(5'S,7a'R)-3-(benzo[d]isoxazol-6-ylmethoxy)-5'-(pyrazin-2-yl)tetrahydro-3'H-spiro[cyclobutane-1,2'-pyrrolo[2,1-b]oxazol]-3'-one O1N=CC2=C1C=C(C=C2)COC2CC1(C(N3[C@H](O1)CC[C@H]3C3=NC=CN=C3)=O)C2